N-(1,3-dimethyl-butylidene)-3-methyl(diethoxysilyl)-1-propanamine CC(CC(C)C)=NC(CCC)[SiH](OCC)OCC